[N+](=O)([O-])C=1C=C(C2=CC=CC=C2C1OS(=O)(=O)C(F)(F)F)C(=O)OC Methyl 3-nitro-4-(((trifluoromethyl) sulfonyl) oxy)-1-naphthoate